C(C)(C)(C)C1=CC=C(C=C1)CN1C(CCC1=O)CC(=O)NCCN1CCCC1 2-[1-[(4-tert-butylphenyl)methyl]-5-oxopyrrolidin-2-yl]-N-(2-pyrrolidin-1-ylethyl)acetamid